C(C)OC(=O)C=1C(=NN2C1C(=CC=C2)CO)C2CC2 2-cyclopropyl-4-(hydroxymethyl)pyrazolo[1,5-a]pyridine-3-carboxylic acid ethyl ester